tert-Butyl 3-amino-5-(methoxymethyl)piperidine-1-carboxylate NC1CN(CC(C1)COC)C(=O)OC(C)(C)C